tert-butyl ((R)-1-acetylpiperidin-3-yl)(2-(6'-carbamoyl-6-chloro-2'-fluoro-3'-(2-methoxyethoxy)-[1,1'-biphenyl]-3-yl)-2-phenylethyl)carbamate C(C)(=O)N1C[C@@H](CCC1)N(C(OC(C)(C)C)=O)CC(C1=CC=CC=C1)C=1C=C(C(=CC1)Cl)C1=C(C(=CC=C1C(N)=O)OCCOC)F